NC1=NC=NN2C1=CC=C2[C@]2([C@@H]([C@@H]([C@H](O2)COC(=O)OC[C@H](N(C)C)C(=O)OCC2CCCC2)O)O)C#N cyclopentylmethyl O-((((2R,3S,4R,5R)-5-(4-aminopyrrolo[2,1-f][1,2,4]triazin-7-yl)-5-cyano-3,4-dihydroxytetrahydrofuran-2-yl)methoxy)carbonyl)-N,N-dimethyl-L-serinate